CN(CC=1C=CC(=CC1)O)C t-alpha-dimethylamino-p-cresol